5-(2-pyridyl)thiophene-2-carboxylic acid N1=C(C=CC=C1)C1=CC=C(S1)C(=O)O